C(C)(=O)C1CCNCC1 4-acetylpiperidine